(S)-quinuclidin-3-yl (5-(2-butoxy-5-fluorophenyl)-2,2-dimethyl-2,3-dihydro-1H-inden-1-yl)carbamat C(CCC)OC1=C(C=C(C=C1)F)C=1C=C2CC(C(C2=CC1)NC(O[C@@H]1CN2CCC1CC2)=O)(C)C